C(C)OC(CN1N=C(C2=CC(=CC=C12)C(C)=O)C(N)=O)=O ethyl-2-(5-acetyl-3-carbamoyl-1H-indazol-1-yl)acetate